(2S,3S)-2-amino-3-propoxybutanoic acid N[C@H](C(=O)O)[C@H](C)OCCC